C1(CC1)C1=C(C(=CC=C1)OC)C1=NC=C(C(=N1)NCC1=CC=C(C=C1)C=1N(C=C(N1)C(F)(F)F)C)P(C)(C)=O (2-(2-cyclopropyl-6-methoxyphenyl)-4-((4-(1-methyl-4-(trifluoromethyl)-1H-imidazol-2-yl)benzyl)amino)pyrimidin-5-yl)dimethylphosphine oxide